4-(2,7-diazaspiro[3.5]non-7-yl)pyrido[4,3-d]pyrimidine C1NCC12CCN(CC2)C=2C1=C(N=CN2)C=CN=C1